6-(3-(2-(1-(3-bromo-4-fluorophenyl)cyclopropoxy)acetyl)-3,8-diazabicyclo[3.2.1]octan-8-yl)nicotinonitrile BrC=1C=C(C=CC1F)C1(CC1)OCC(=O)N1CC2CCC(C1)N2C2=NC=C(C#N)C=C2